FC=1C(=C(C=C2C=NN(C12)C(CC1CCOCC1)=O)C(C1=CC=C(C=C1)F)=O)NC(CC1CCOCC1)=O N-[7-fluoro-5-(4-fluorobenzoyl)-1-(2-tetrahydropyran-4-ylacetyl)indazol-6-yl]-2-tetrahydropyran-4-yl-acetamide